sodium 4-styrenesulfonate salt C=CC1=CC=C(C=C1)S(=O)(=O)[O-].[Na+]